[N+](=O)([O-])C1=C(C=CC=C1)C 2-nitro-1-methylbenzene